4-methylphenyl-4-(1-methylethyl)phenyliodonium hexafluorophosphate F[P-](F)(F)(F)(F)F.CC1=CC=C(C=C1)[I+]C1=CC=C(C=C1)C(C)C